2-Chloro-4-((1-ethyl-7-(methoxy-d3)-1H-indazol-6-yl)amino)-N-(methyl-d3)pyrimidine-5-carboxamide ClC1=NC=C(C(=N1)NC1=CC=C2C=NN(C2=C1OC([2H])([2H])[2H])CC)C(=O)NC([2H])([2H])[2H]